Cl.C(C)(C)(C)OC(=O)N1C[C@H](NCC1)COCC1=C(C(=O)O)C=C(C(=C1Cl)I)Cl 2-[[(2S)-4-tert-Butoxycarbonylpiperazin-2-yl]methoxymethyl]-3,5-dichloro-4-iodo-benzoic acid hydrochloride